[Li].[P]=S.[S] sulfur phosphorus sulfide lithium